COC1=CC=C(C=C1)N1C2=CC=CC=C2SC=2C=CC=CC12 10-(4-methoxyphenyl)-10H-phenothiazine